N=1C2=C(OCC1)N=CC=C2 pyrido[2,3-b][1,4]oxazine